C(C)(=O)O[C@@H]1[C@H](O[C@H]([C@@H]([C@H]1OC(C)=O)OC(C)=O)OC1=C(C=C(C=C1)CO[Si](C)(C)C(C)(C)C)[N+](=O)[O-])C(=O)OC methyl (2S,3S,4S,5R,6S)-3,4,5-tris(acetyloxy)-6-(4-{[(tert-butyldimethylsilyl)oxy]methyl}-2-nitrophenoxy)oxane-2-carboxylate